methyl (1r,2'S,4S)-5'-bromo-4-[(3-chlorophenyl)(trifluoroacetyl)amino]-2'-[(2R)-3-hydroxy-2-methylpropyl]-6'-(methoxymethoxy)-2',3'-dihydrospiro[cyclohexane-1,1'-indene]-4-carboxylate BrC=1C=C2C[C@@H](C3(C2=CC1OCOC)CCC(CC3)(C(=O)OC)N(C(C(F)(F)F)=O)C3=CC(=CC=C3)Cl)C[C@H](CO)C